C(C)(C)(C)OC(=O)N1CCCC1 1-(tert-butoxycarbonyl)pyrrolidin